C(C)(C)(C)OC(=O)N1CCC(CC1)N1CCC(CC1)CN1CCNCC1 4-(piperazin-1-ylmethyl)-[1,4'-bipiperidine]-1'-carboxylic acid tert-butyl ester